FC1(CC(CC1)N1C(C(=CC=C1)NC(=O)C1=C(C=C(C=C1N1CCC2(CC2)CC1)NS(=O)(=O)CC(=O)OCC)F)=O)F ethyl 2-(N-(4-((1-(3,3-difluorocyclopentyl)-2-oxo-1,2-dihydropyridin-3-yl)carbamoyl)-3-fluoro-5-(6-azaspiro[2.5]octan-6-yl)phenyl)sulfamoyl)acetate